C(C=C)(=O)NC1=CC=C(C=C1)C1=NN2N=CN=C(C2=C1C1=CC(=C(C=C1)NC(=O)C1CC1)OC)N N-(4-(6-(4-acrylamidophenyl)-4-aminopyrazolo[5,1-f][1,2,4]triazin-5-yl)-2-methoxyphenyl)cyclopropanecarboxamide